2-[[[2-(methoxymethyl)-7-(2-pyridyl)-1-naphthyl]amino]methyl]prop-2-enenitrile COCC1=C(C2=CC(=CC=C2C=C1)C1=NC=CC=C1)NCC(C#N)=C